1-(9Z,12Z-heptadecadienoyl)-2-(11Z-eicosenoyl)-glycero-3-phosphocholine CCCCCCCC/C=C\CCCCCCCCCC(=O)O[C@H](COC(=O)CCCCCCC/C=C\C/C=C\CCCC)COP(=O)([O-])OCC[N+](C)(C)C